BrC1=CC(=CC(=C1)[N+](=O)[O-])[N+](=O)[O-] 1-Bromo-3,5-dinitrobenzene